N-[2-(3,4-dichlorophenyl)ethyl]-2-[1-[(2,3-difluorophenyl)methyl]-5-oxopyrrolidin-2-yl]acetamid ClC=1C=C(C=CC1Cl)CCNC(CC1N(C(CC1)=O)CC1=C(C(=CC=C1)F)F)=O